(S)-1-((5-chloro-3-fluoro-2-oxo-1,2-dihydropyridin-4-yl)methyl)-3,4-dimethyl-2-oxo-N-(2,4,6-trifluorobenzyl)-1,2,3,4-tetrahydroquinazoline-7-carboxamide ClC=1C(=C(C(NC1)=O)F)CN1C(N([C@H](C2=CC=C(C=C12)C(=O)NCC1=C(C=C(C=C1F)F)F)C)C)=O